2-benzylisoindoline-1,3-dione C(C1=CC=CC=C1)N1C(C2=CC=CC=C2C1=O)=O